BrC1=CC2=C(N=C(S2)NC(=O)C2CN(CC2)C#N)C=C1 N-(6-bromobenzo[d]thiazol-2-yl)-1-cyanopyrrolidine-3-carboxamide